N-(4-((6-aminospiro[3.3]heptan-2-yl)carbamoyl)-3-chlorophenyl)-5-(1-(2,2-difluorocyclopropyl)-3-(trifluoromethyl)-1H-pyrazol-4-yl)-1-methyl-1H-imidazole-2-carboxamide formate C(=O)O.NC1CC2(CC(C2)NC(=O)C2=C(C=C(C=C2)NC(=O)C=2N(C(=CN2)C=2C(=NN(C2)C2C(C2)(F)F)C(F)(F)F)C)Cl)C1